4-[[(2S,3S,4S,5R)-3-(3,4-Difluoro-2-hydroxy-phenyl)-4,5-dimethyl-5-(trifluoromethyl)tetrahydrofuran-2-carbonyl]amino]-1-oxido-pyridin-1-ium-2-carboxamid FC=1C(=C(C=CC1F)[C@H]1[C@H](O[C@]([C@H]1C)(C(F)(F)F)C)C(=O)NC1=CC(=[N+](C=C1)[O-])C(=O)N)O